C(#N)[C@@H]1C[C@@]2(CN1C([C@H](CC(C)C)N(C(=O)C=1NC3=C(C(=CC(=C3C1)F)F)F)C)=O)C(NC1=CC=C(C=C12)[2H])=O N-((S)-1-((3R,5'S)-5'-cyano-2-oxospiro[indoline-3,3'-pyrrolidin]-1'-yl-5-d)-4-methyl-1-oxopentan-2-yl)-4,6,7-trifluoro-N-methyl-1H-indole-2-carboxylic acid amide